COC(=O)[C@@H]1CC[C@H](CC1)C[N+]#[C-] TRANS-4-(ISOCYANOMETHYL)CYCLOHEXANECARBOXYLIC ACID METHYL ESTER